N-methyl-2-(methylamino)-N-(4-methylthiazol-2-yl)acetamide CN(C(CNC)=O)C=1SC=C(N1)C